BrC1=CN(C(C2=CC(=CC=C12)F)=O)C 4-bromo-7-fluoro-2-methyl-isoquinolin-1-one